(2R,3R,4S,5R,6R)-4-(4-(4-bromo-2,3-difluorophenyl)-1H-1,2,3-triazol-1-yl)-6-((4-(3-ethyloxetan-3-yl)-1H-1,2,3-triazol-1-yl)methyl)-2-(hydroxymethyl)-5-methoxytetrahydro-2H-pyran-3-ol BrC1=C(C(=C(C=C1)C=1N=NN(C1)[C@H]1[C@H]([C@H](O[C@@H]([C@@H]1OC)CN1N=NC(=C1)C1(COC1)CC)CO)O)F)F